(5R,8S)-N-(2,4-dichloro-benzyl)-5-fluoro-8-hydroxy-8-((3-hydroxy-azetidin-1-yl)methyl)-5,6,7,8-tetrahydro-quinoline-5-carboxamide ClC1=C(CNC(=O)[C@@]2(C=3C=CC=NC3[C@](CC2)(CN2CC(C2)O)O)F)C=CC(=C1)Cl